N-((8-chloro-1,2,3,5,6,7-hexahydro-s-indacen-4-yl)carbamoyl)-4-hydroxy-4,5,6,7-tetrahydrobenzofuran-2-sulfonamide ClC=1C=2CCCC2C(=C2CCCC12)NC(=O)NS(=O)(=O)C=1OC2=C(C1)C(CCC2)O